1-(4-ethyl-5-methyl-6,8-dihydro-7H-pyrrolo[3,4-e][1,2,4]triazolo[1,5-a]pyridin-7-yl)-2-(1-(5-(trifluoromethyl)pyrimidin-2-yl)azetidin-3-yl)ethan-1-one C(C)C=1C=2N(C3=C(C1C)CN(C3)C(CC3CN(C3)C3=NC=C(C=N3)C(F)(F)F)=O)N=CN2